C(C)C1=C(CC=2C=C(C=CC2)/C=C/C(=O)OCC)C=CC=C1 ethyl (E)-3-(3-(2-ethylbenzyl)phenyl)acrylate